ethylene glycol bis(3-mercapto propionate) SCCC(=O)OCCOC(CCS)=O